benzyl 4-[8-[4-[2-(dimethylamino)ethoxy]phenyl]-2-methylsulfanyl-7-oxo-pyrido[2,3-d]pyrimidin-6-yl]-8-methyl-2,3-dihydroquinoxaline-1-carboxylate CN(CCOC1=CC=C(C=C1)N1C(C(=CC2=C1N=C(N=C2)SC)N2CCN(C1=C(C=CC=C21)C)C(=O)OCC2=CC=CC=C2)=O)C